O1C=2C(OCC1)=C(SC2)CNCCC2(CCOC1(CCCC1)C2)C2=NC=CC=C2 N-((2,3-dihydrothieno[3,4-b][1,4]dioxin-5-yl)methyl)-2-(9-(pyridin-2-yl)-6-oxaspiro[4.5]dec-9-yl)ethylamine